5-benzyl-N-(4-(5-ethyl-2-methoxyphenyl)pyridine-2-yl)-4H-1,2,4-triazole-3-formamide C(C1=CC=CC=C1)C=1NC(=NN1)C(=O)NC1=NC=CC(=C1)C1=C(C=CC(=C1)CC)OC